5-(4-(hexyloxy)-1,2,5-thiadiazol-3-yl)-1-methyl-1-(2-methyl-1-(octanoyloxy)propyl)-1,2,3,6-tetrahydropyridin-1-ium iodide 1-Chloro-2-methylpropyl-octanoate ClC(C(C)C)OC(CCCCCCC)=O.[I-].C(CCCCC)OC=1C(=NSN1)C1=CCC[N+](C1)(C(C(C)C)OC(CCCCCCC)=O)C